FC(COCCOCC(F)F)F ethylene glycol bis(2,2-difluoroethyl) ether